N(=[N+]=[N-])C1COC2=C1C=CC(=C2)Br 3-azido-6-bromo-2,3-dihydrobenzofuran